octan-1,2-diol C(C(CCCCCC)O)O